tert-Butyl (S)-2-(((tert-butyldiphenylsilyl)oxy)methyl)-2,3,6,7-tetrahydro-1H-azepine-1-carboxylate [Si](C1=CC=CC=C1)(C1=CC=CC=C1)(C(C)(C)C)OC[C@H]1N(CCC=CC1)C(=O)OC(C)(C)C